C(C)OC(=O)C=1C(=NN(C1)C1=NC=CC=N1)CCF.ClCCOCC(=O)NC(C)(C)C=1C=NC(=CC1)Cl 2-(2-chloroethoxy)-N-(2-(6-chloropyridin-3-yl)propan-2-yl)acetamide ethyl-3-(2-fluoroethyl)-1-(pyrimidin-2-yl)-1H-pyrazole-4-carboxylate